O(C1=CC=C(C(=O)OC)C=C1)C1=CC=C(C(=O)OC)C=C1 dimethyl 4,4'-oxybis-benzoate